tributyl-(4-(2-hexyldecyl)thiophen-2-yl)stannane C(CCC)[Sn](C=1SC=C(C1)CC(CCCCCCCC)CCCCCC)(CCCC)CCCC